(5-fluoro-1H-indol-3-yl)-1-(3-fluoro-5-(trifluoromethyl)benzyl)-2-oxo-2,3-dihydro-1H-thieno[2,3-b][1,4]thiazine-6-carboxamide FC=1C=C2C(=CNC2=CC1)C1C(N(C2=C(S1)SC(=C2)C(=O)N)CC2=CC(=CC(=C2)C(F)(F)F)F)=O